C(#N)C1=C(C(=CC=C1F)F)NS(=O)(=O)CCC N-(2-cyano-3,6-difluorophenyl)propane-1-sulfonamide